C1(=CC=CC=C1)C1(C2=CC=CC=C2C=2C=CC=CC12)NC(C(=O)[O-])CCC=C (9-phenyl-9H-fluoren-9-ylamino)hex-5-enoate